4-(pyrrolidin-1-yl)pentan-1-ol N1(CCCC1)C(CCCO)C